The molecule is a 2,3-trans-enoyl CoA(4-) obtained by deprotonation of the phosphate and diphosphate OH groups of (2E,18Z,21Z,24Z,27Z,30Z,33Z)-hexatriacontaheptaenoyl-CoA; major species at pH 7.3. It is a conjugate base of a (2E,18Z,21Z,24Z,27Z,30Z,33Z)-hexatriacontaheptaenoyl-CoA. CC/C=C\\C/C=C\\C/C=C\\C/C=C\\C/C=C\\C/C=C\\CCCCCCCCCCCCCC/C=C/C(=O)SCCNC(=O)CCNC(=O)[C@@H](C(C)(C)COP(=O)([O-])OP(=O)([O-])OC[C@@H]1[C@H]([C@H]([C@@H](O1)N2C=NC3=C(N=CN=C32)N)O)OP(=O)([O-])[O-])O